tert-butyl 4-((6-(5-cyanopyrazin-2-ylamino)-3-methylpyridazin-4-ylamino)methyl)piperidine-1-carboxylate C(#N)C=1N=CC(=NC1)NC1=CC(=C(N=N1)C)NCC1CCN(CC1)C(=O)OC(C)(C)C